FC=1C=C2C=CN(C2=CC1)C(=O)NCC1=CC=C(C=C1)S(=O)(=O)N1CCCCC1 5-fluoro-N-(4-(piperidin-1-ylsulfonyl)benzyl)-1H-indole-1-carboxamide